S(=O)(=O)([O-])[O-].[Ca+2] Calcium sulfate salt